4-(Pyridin-2-yl)tetrahydro-2H-pyran-4-carbaldehyde N1=C(C=CC=C1)C1(CCOCC1)C=O